COC(=O)C=1C=C2C3=C(N(C2=C(C1)OC)CC(=O)OC(C)(C)C)N=CN=C3N 4-amino-9-(2-(tert-butoxy)-2-oxoethyl)-8-methoxy-9H-pyrimido[4,5-b]Indole-6-carboxylic acid methyl ester